ClC=1C(=C2C=NNC2=C(C1F)N(C)C1CC1)C=1N=CC=2N(C1)C=C(N2)NC(=O)[C@H]2[C@H](C2)F (1S,2S)-N-(6-(5-chloro-7-(cyclopropyl-(methyl)amino)-6-fluoro-1H-indazol-4-yl)imidazo[1,2-a]pyrazin-2-yl)-2-fluorocyclopropane-1-carboxamide